ClC1=C(C=CC(=C1)C(F)(F)F)CN(C(=O)NCC1=CC=C(C=C1)OCC(C)C)C1CCN(CC1)C 1-{[2-chloro-4-(trifluoromethyl)phenyl]methyl}-1-(1-methylpiperidin-4-yl)-3-{[4-(2-methylpropyloxy)phenyl]methyl}urea